FC(C1=C(C=CC=C1)C1=NN(C=C1)C1CC2(CN(C2)C=O)C1)(F)F 6-(3-(2-(trifluoromethyl)phenyl)-1H-pyrazol-1-yl)-2-azaspiro[3.3]heptan-2-ylmethanone